O=C1NC(CCC1N1C(C2=CC=CC(=C2C1=O)CNC(=O)C1=CC=CC2=CC(=C(C=C12)OC)OC)=O)=O N-((2-(2,6-dioxopiperidin-3-yl)-1,3-dioxoisoindolin-4-yl)methyl)-6,7-dimethoxy-1-naphthamide